5,9,23-triacontatrienoic acid C(CCCC=CCCC=CCCCCCCCCCCCCC=CCCCCCC)(=O)O